(3R)-3-(2-(cyclopropanecarboxamido)-2-(4-phosphonophenyl)acetamido)-2-hydroxy-3,4-dihydro-2H-benzo[e][1,2]oxaborinine-8-carboxylic acid C1(CC1)C(=O)NC(C(=O)N[C@@H]1B(OC2=C(C1)C=CC=C2C(=O)O)O)C2=CC=C(C=C2)P(=O)(O)O